(S)-2'-chloro-4-(3-(3-chloropyridin-2-yloxy)pyrrolidin-1-yl)biphenyl-3-carbonitrile ClC1=C(C=CC=C1)C1=CC(=C(C=C1)N1C[C@H](CC1)OC1=NC=CC=C1Cl)C#N